P(O)(O)N.NCCCC(CO)(CO)CCCN 2,2-di(e-aminopropyl)-1,3-dihydroxypropane phosphoramidite